tert-butyl 4-(6-((1-(4-(difluoromethyl) phenyl)-4-methyl-1H-1,2,3-triazol-5-yl) methoxy) pyridin-3-yl)-3-oxopiperazine-1-carboxylate FC(C1=CC=C(C=C1)N1N=NC(=C1COC1=CC=C(C=N1)N1C(CN(CC1)C(=O)OC(C)(C)C)=O)C)F